NC1=CC(=C(OC2=C3C(=NC=C2)N(C=C3CCCC#N)S(=O)(=O)C3=CC=C(C=C3)C)C(=C1)F)F 4-[4-(4-amino-2,6-difluorophenoxy)-1-(4-methylbenzene-1-sulfonyl)-1H-pyrrolo[2,3-b]pyridin-3-yl]butanenitrile